(1R,2S,5S)-3-(diphenylcarbamoyl)-8-(methyl((S)-1-phenylethyl)carbamoyl)-3,8-diazabicyclo[3.2.1]octane-2-carboxylic acid C1(=CC=CC=C1)N(C(=O)N1[C@@H]([C@H]2CC[C@@H](C1)N2C(N([C@@H](C)C2=CC=CC=C2)C)=O)C(=O)O)C2=CC=CC=C2